N(=[N+]=[N-])C1=CC=C2C(=C(C(OC2=C1)=O)CC(=O)ON1C(C(CC1=O)S(=O)(=O)O)=O)C sulfosuccinimidyl 7-azido-4-methylcoumarin-3-acetate